4-(2-hydroxyethyl)-1H-1,2,3-triazol OCCC=1N=NNC1